FC1=C(C2=CC=CC=C2[C@]12CC1(OCCO1)CCC2)F (S)-2,3-difluoro-dispiro[indene-1,1'-cyclohexane-3',2''-[1,3]dioxolane]